cholest-7-ene CC(C)CCC[C@@H](C)[C@H]1CC[C@H]2C3=CCC4CCCC[C@]4(C)[C@H]3CC[C@]12C